N-(4-fluorophenyl)-N-(4-{2-[2-(trifluoromethoxy)phenyl]acetamido}pyridin-2-yl)acetamide FC1=CC=C(C=C1)N(C(C)=O)C1=NC=CC(=C1)NC(CC1=C(C=CC=C1)OC(F)(F)F)=O